CN1C(C(=C(C2=CC=CC=C12)N1CCC(CC1)C1=C(C=CC=C1)C)C#N)=O 1-Methyl-4-[4-(2-methylphenyl)piperidin-1-yl]-2-oxo-1,2-dihydroquinoline-3-carbonitrile